C1(C(CCC1)=O)=O 1,2-cyclopentanedione